2-bromohexylphosphonic acid diethyl ester C(C)OP(OCC)(=O)CC(CCCC)Br